Sodium Lanthanum Silicate [Si]([O-])([O-])([O-])[O-].[La+3].[Na+]